OC(=O)C(F)(F)F.C(C)N1CCC(CC1)C1=CC=C(C=C1)N1N=CC2=CC(=C(C(=C12)F)O)F 1-(4-(1-ethylpiperidin-4-yl)phenyl)-5,7-difluoro-1H-indazol-6-ol TFA salt